C(C=C)OOC(=O)C12C3(CCCC3C(CC1)C2)C(=O)OOCC=C bis(allyloxycarboxyl)tricyclo[4.3.0.12,5]-decane